P(O)(O)(=S)O[C@H]1[C@@H](O[C@@H]([C@H]1O)CO)N1C=NC=2C(=O)NC(N)=NC12 Guanosine-2'-phosphorothioate